3-iodo-2,4-dimethyl-1-(4-methylbenzenesulfonyl)-1H,4H,5H-pyrrolo[3,2-b]pyridin-5-one IC1=C(N(C2=C1N(C(C=C2)=O)C)S(=O)(=O)C2=CC=C(C=C2)C)C